ClC=1C(=NC(=NC1)NC1=CC(=C(C=C1)N1CCC(CC1)N1CCN(CC1)C)Cl)C=1C=NN2C1C=CC=C2 5-chloro-N-(3-chloro-4-(4-(4-methylpiperazin-1-yl)piperidin-1-yl)phenyl)-4-(pyrazolo[1,5-a]pyridin-3-yl)pyrimidin-2-amine